potassium (Z)-1-cyano-3-ethoxy-3-oxoprop-1-en-2-carboxylate C(#N)\C=C(/C(=O)OCC)\C(=O)[O-].[K+]